3-methyl-butene CC(C=C)C